N(=[N+]=[N-])C1=CC=C(C[C@H](N)C(=O)O)C=C1 Z-4-azido-phenylalanine